ClC=1C=C(C=C(C1)C1=CC(=CC(=C1)C(C)(CC(C)(C)C)C)N1C2=CC=C(C=C2C=2C=C(C=CC12)C(C)(C)C)C(C)(C)C)F 5'-chloro-3-(3,6-di-tert-butyl-9H-carbazol-9-yl)-3'-fluoro-5-(2,4,4-trimethylpentan-2-yl)biphenyl